tert-butyl 5-{[2-(4-isopropylphenyl)imidazo[1,2-a]pyridin-3-yl]methyl}hexahydropyrrolo[3,4-c]pyrrole-2(1H)-carboxylate C(C)(C)C1=CC=C(C=C1)C=1N=C2N(C=CC=C2)C1CN1CC2C(C1)CN(C2)C(=O)OC(C)(C)C